5,15-bis(4-octyl-1-tetradecyl)-porphyrin C(CCCCCCC)C(CCCC=1C2=CC=C(N2)C=C2C=CC(C(=C3C=CC(=CC=4C=CC1N4)N3)CCCC(CCCCCCCCCC)CCCCCCCC)=N2)CCCCCCCCCC